[C@H]12OC[C@H](N(C1)C1CCN(CC1)C1=C(C=C(C(=C1)OC)NC1=NC=NC(=C1)N1OCC[C@@H]1C1=C(C(=CC=C1F)F)Cl)NC(C=C)=O)C2 N-(2-(4-((1R,4R)-2-oxa-5-azabicyclo[2.2.1]heptane-5-yl)piperidine-1-yl)-5-((6-((R)-3-(2-chloro-3,6-difluorophenyl)isoxazolidine-2-yl)pyrimidine-4-yl)amino)-4-methoxyphenyl)acrylamide